CCCCCCC(C)=O 7-octanone